C(CCCCCCCCC\C=C\C=CCC)Cl (11E)-11,13-hexadecadienyl chloride